2-(2-chlorophenyl)-N-(2-(2-fluoropropane-2-yl)-4-sulfamoyl-2H-indazol-6-yl)acetamide Trinatrium citrat C(CC(O)(C(=O)[O-])CC(=O)[O-])(=O)[O-].[Na+].[Na+].[Na+].ClC1=C(C=CC=C1)CC(=O)NC=1C=C(C2=CN(N=C2C1)C(C)(C)F)S(N)(=O)=O